NC1=C2N=CN(C2=NC(=N1)Cl)[C@H]1[C@@H]([C@@]([C@H](O1)COC(C(=O)O)(C(=O)O)CC1=CC=C(C=C1)C=1C(NC=CC1)=O)(O)C#C)O 2-(((2R,3S,4R,5R)-5-(6-amino-2-chloro-9H-purin-9-yl)-3-ethynyl-3,4-dihydroxytetrahydrofuran-2-yl)methoxy)-2-(4-(2-oxo-1,2-dihydropyridin-3-yl)benzyl)malonic acid